(S)-1-(5-((4-(difluoromethoxy)phenyl)sulfonyl)-3,4,5,6-tetrahydropyrrolo[3,4-c]pyrrol-2(1H)-yl)-3-hydroxy-2-(pyridin-2-yl)propan-1-one FC(OC1=CC=C(C=C1)S(=O)(=O)N1CC2=C(C1)CN(C2)C([C@H](CO)C2=NC=CC=C2)=O)F